6-iodoquinazolin-4-amine hydrochloride Cl.IC=1C=C2C(=NC=NC2=CC1)N